1-(2-(4-((tert-butyldiphenylsilyl)oxy)butoxy)-4-nitrophenyl)-4-methylpiperazine [Si](C1=CC=CC=C1)(C1=CC=CC=C1)(C(C)(C)C)OCCCCOC1=C(C=CC(=C1)[N+](=O)[O-])N1CCN(CC1)C